NC1=NC=C(C=C1O[C@H](C)C=1C=C(C=CC1)NC(C1=CC(=C(C=C1)Cl)C)=O)Cl (R)-N-(3-(1-((2-Amino-5-chloropyridin-3-yl)oxy)ethyl)phenyl)-4-chloro-3-methylbenzamid